2-[8-chloro-1,5-dioxo-6-(pyrimidin-4-ylamino)spiro[2H-imidazo[1,5-a]pyridine-3,4'-piperidine]-1'-yl]acetonitrile ClC1=C2N(C(C(=C1)NC1=NC=NC=C1)=O)C1(CCN(CC1)CC#N)NC2=O